4-chloro-2-(1-cyclopropyl-2-hydroxy-2-methylpropyl)-6-fluoro-7-(4-(5-methyl-1,3,4-oxadiazol-2-yl)phenyl)isoindolin-1-one ClC1=C2CN(C(C2=C(C(=C1)F)C1=CC=C(C=C1)C=1OC(=NN1)C)=O)C(C(C)(C)O)C1CC1